FC(C(F)C(F)(F)OC(C(C(F)(F)F)F)(F)F)(F)F 2,2,2-trifluoro-1-fluoroethyl-difluoromethyl ether